ClC1=C(C(=O)N[C@H](C(=O)O)CNC(=O)N[C@@H]2CCC3=CC=CC=C23)C(=CC(=C1)C(=O)N1CC2=CC=CC=C2CC1)Cl (S)-2-(2,6-dichloro-4-(1,2,3,4-tetrahydroisoquinoline-2-carbonyl)benzamido)-3-(3-((R)-2,3-dihydro-1H-inden-1-yl)ureido)propionic acid